FC1(CC(C1)C(=O)N[C@@H](C)C1=NC(=NO1)C1=CC(=NC=C1)C(F)(F)F)F (S)-3,3-difluoro-N-(1-(3-(2-(trifluoromethyl)pyridin-4-yl)-1,2,4-oxadiazol-5-yl)ethyl)cyclobutane-1-carboxamide